NC1=NC=2C=NC(=CC2C2=C1COC2)C(=O)N(CC2=NC=C(C=C2)C(F)(F)F)C(C)C 4-amino-N-(2-propanyl)-N-((5-(trifluoromethyl)-2-pyridinyl)methyl)-1,3-dihydrofuro[3,4-c][1,7]naphthyridine-8-carboxamide